C(C1=CC=CC=C1)NCC=1C=CC=2N(C1)C=C(N2)CNC(=O)C=2OC1=CC=CC=C1C(C2)=O N-({6-[(benzylamino)methyl]imidazo[1,2-a]pyridin-2-yl}methyl)-4-oxo-4H-chromen-2-carboxamide